1-{[(1S)-1-carbamoyl-2-[(3S)-2-oxopyrrolidin-3-yl]ethyl]carbamoyl}-hexahydro-1H-cyclopenta[c]pyrrole-2-carboxylate C(N)(=O)[C@H](C[C@H]1C(NCC1)=O)NC(=O)C1N(CC2C1CCC2)C(=O)[O-]